tert-butyl 5-(4-nitro-1H-pyrazol-1-yl)-2-azabicyclo[2.2.1]heptane-2-carboxylate [N+](=O)([O-])C=1C=NN(C1)C1C2CN(C(C1)C2)C(=O)OC(C)(C)C